Cl.NCC(CN(C(CO)=O)[C@H](C(C)(C)C)C=1N(C=C(N1)C1=C(C=CC(=C1)F)F)CC1=CC=CC=C1)CS N-[3-Amino-2-(sulfanylmethyl)propyl]-N-{(1R)-1-[1-benzyl-4-(2,5-difluorophenyl)-1H-imidazol-2-yl]-2,2-dimethylpropyl}-2-hydroxyacetamide hydrochloride